8-(4-chloro-2,3-difluorophenyl)-9-(4-((1-(3-fluoropropyl)azetidin-3-yl)methyl)phenyl)-6,7-dihydro-5H-benzo[7]annulene-3-carboxylic acid hydrochloride Cl.ClC1=C(C(=C(C=C1)C=1CCCC2=C(C1C1=CC=C(C=C1)CC1CN(C1)CCCF)C=CC(=C2)C(=O)O)F)F